C(#N)C1(CC1)NS(=O)(=O)C=1C=C(C=2N(C1)C(=CN2)C=2C=NN(C2)C(F)F)N2CCN(CC2)C(C(C)C)=O N-(1-cyanocyclopropyl)-3-(1-(difluoromethyl)-1H-pyrazol-4-yl)-8-(4-isobutyrylpiperazin-1-yl)imidazo[1,2-a]pyridine-6-sulfonamide